3-(2-(4-aminopiperidine-1-carbonyl)-9-fluoro-1,2,3,4-tetrahydro-[1,4]diazepino[6,7,1-hi]indol-7-yl)-4-(imidazo[1,2-a]pyridine-3-yl)-1H-pyrrole-2,5-dione NC1CCN(CC1)C(=O)N1CCN2C=C(C3=CC(=CC(=C23)C1)F)C=1C(NC(C1C1=CN=C2N1C=CC=C2)=O)=O